BrCC(=O)C1=CC=C(S1)C1CN(CCO1)C(=O)OC(C)(C)C tert-butyl 2-(5-(2-bromoacetyl)thiophen-2-yl)morpholine-4-carboxylate